C1(OC(C(C)O1)(F)F)=O bis-fluoropropylene carbonate